NC=1N=C(SC1C(C1=CC=CC=C1)=O)N(C1=CC(=C(C=C1)Cl)Cl)C(C(=O)N)C (N-(4-amino-5-benzoyl-thiazol-2-yl)-3,4-dichloro-anilino)propionamide